ClC=1C=C(CNC([C@@H]2N(CCC2)C(=O)[C@@H]2CN(CCC2)S(=O)(=O)N2CC(C2)C#N)=O)C=CC1C(F)(F)F N-(3-chloro-4-(trifluoromethyl)benzyl)-1-(((3S)-1-((3-cyano-1-azetidinyl)sulfonyl)-3-piperidinyl)carbonyl)-D-prolinamide